8-acetyl-2-(4,4-dimethyl-1-piperidinyl)-6-methyl-4-oxo-chromene-3-carbonitrile C(C)(=O)C=1C=C(C=C2C(C(=C(OC12)N1CCC(CC1)(C)C)C#N)=O)C